N[C@H]1CN(CCC1)C(=O)C=1C=CC=2N(C1)N=C(C2C)C=2N(C1=CC(=CC=C1C2)N2CCC(CC2)N(C(C)=O)C)CC2CC2 N-[1-(2-{6-[(3R)-3-Aminopiperidine-1-carbonyl]-3-methylpyrazolo[1,5-a]pyridin-2-yl}-1-(cyclopropylmethyl)-1H-indol-6-yl)piperidin-4-yl]-N-methylacetamide